3-bromo-5-[(4-chlorophenyl)methyl]pyridine BrC=1C=NC=C(C1)CC1=CC=C(C=C1)Cl